N1=CC(=C2N1CCNC2)C(=O)[O-] 4,5,6,7-tetrahydropyrazolo[1,5-a]pyrazine-3-carboxylate